C(CC(=O)O)(=O)O.CC12C(CC(CC1)C2(C)C)O 1,7,7-trimethylbicyclo[2.2.1]heptan-2-ol malonate